C(C)(C)(C)OC(=O)N1C[C@H](OCC1)CN1CCC(CC1)NC=1C=2N(C=C(C1)C(C)=O)C(=CN2)C(=C)C (2R)-2-[[4-[(6-acetyl-3-isopropenyl-imidazo[1,2-a]pyridin-8-yl)amino]-1-piperidinyl]methyl]morpholine-4-carboxylic acid tert-butyl ester